ethyl 6-methyl-5,7-dihydro-4H-benzothiophene-6-carboxylate CC1(CC2=C(C=CS2)CC1)C(=O)OCC